COC1=CC=C(CN(C=2C=3N(C(=C(N2)C=2C=C(C#N)C=CC2)Br)N=C(N3)CC3=C(C=CC=C3)Cl)CC3=CC=C(C=C3)OC)C=C1 3-(8-(bis(4-methoxybenzyl)amino)-5-bromo-2-(2-chlorobenzyl)-[1,2,4]triazolo[1,5-a]pyrazin-6-yl)benzonitrile